O1CCN(CC1)C1=CC=C(C=C1)NC1=NC=CC(=N1)OCC12CCC(CC1)(CC2)O 4-(((2-((4-morpholino-phenyl)amino)pyrimidin-4-yl)oxy)methyl)bicyclo[2.2.2]octan-1-ol